S1C(=CC=C1)S(=O)(=O)NC=1C=C(C(=O)NC2=C(C=CC=C2)C)C=CC1 3-(thiophene-2-sulfonamido)-N-(o-tolyl)benzamide